NC1(CC=C(C=C1)NC(=O)NC1=CCC(C=C1)(OCC)N)OCC 1,3-bis(4-aminophenetyl)urea